N-(4-bromopyridin-2-yl)-3-piperazin-1-ylpropanamide BrC1=CC(=NC=C1)NC(CCN1CCNCC1)=O